NC=1C(=C(C=CC1)C1=C(C(=CC=C1)S(N(CC1=CC=C(C=C1)OC)CC1=CC=C(C=C1)OC)(=O)=O)C=1N=NN(N1)CC1=CC=C(C=C1)OC)[N+](=O)[O-] 3'-amino-3-(N,N-bis(4-methoxybenzyl)sulfamoyl)-2-(2-(4-methoxybenzyl)-2H-tetrazol-5-yl)-2'-nitro-r-1,1'-biphenyl